C1(CCCCC1)NC(=O)C=1C(=NN(C1)C)NC1=CC(=C(C=C1)OC1=CC=NC2=CC(=C(C=C12)OC)OC)OC N-cyclohexyl-3-((4-((6,7-dimethoxyquinolin-4-yl)oxy)-3-methoxyphenyl)amino)-1-methyl-1H-pyrazole-4-carboxamide